FC=1C=CC(=C(C(=O)N2[C@@H](COCC2)C)C1)C=1C=2N(C=C(C1)C1CN(C1)C(C)C1CCNCC1)C(=NC2)C (3R)-4-[5-fluoro-2-(3-methyl-6-{1-[1-(piperidin-4-yl)ethyl]azetidin-3-yl}imidazo[1,5-a]pyridin-8-yl)benzoyl]-3-methylmorpholine